C(C)OC(C=1C=CC(=NC1)C=1N=NNC1)OCC 5-(diethoxymethyl)-2-(1H-1,2,3-triazol-4-yl)pyridine